trans-tert-butyl (1-(2-(difluoromethyl)-2-methylcyclopropyl)-2-oxo-1,2-dihydropyridin-3-yl)carbamate FC([C@]1([C@@H](C1)N1C(C(=CC=C1)NC(OC(C)(C)C)=O)=O)C)F